4-hydroxy-2-(pyridazin-3-yl)pyrimidine-5-carboxylic acid OC1=NC(=NC=C1C(=O)O)C=1N=NC=CC1